N-tert-butyl-2-[4-[5-[(4-chloro-1H-indazol-5-yl)amino]-1-methyl-1,2,4-triazol-3-yl]-2-methoxy-phenoxy]Acetamide C(C)(C)(C)NC(COC1=C(C=C(C=C1)C1=NN(C(=N1)NC=1C(=C2C=NNC2=CC1)Cl)C)OC)=O